tert-butyl 4-[3-({5-[6-(5-chloro-2-fluorophenyl)-2H,3H,4H-pyrido[3,2-b][1,4]oxazin-8-yl]pyridin-3-yl}formamido)propyl]piperazine-1-carboxylate ClC=1C=CC(=C(C1)C=1C=C(C=2OCCNC2N1)C=1C=C(C=NC1)C(=O)NCCCN1CCN(CC1)C(=O)OC(C)(C)C)F